tert-Butyl 4-(4-((3-(2,3-difluoro-4-methoxyphenyl)imidazo[1,2-a]pyrazin-8-yl)amino)-2-methylbenzoyl)piperazine-1-carboxylate FC1=C(C=CC(=C1F)OC)C1=CN=C2N1C=CN=C2NC2=CC(=C(C(=O)N1CCN(CC1)C(=O)OC(C)(C)C)C=C2)C